6-((diethoxyphosphoryl)methyl)imidazo[1,2-a]pyridine-2-carboxylic acid C(C)OP(=O)(OCC)CC=1C=CC=2N(C1)C=C(N2)C(=O)O